ethyl (2S,3S)-2-[bis[(4-methoxyphenyl)methyl]amino]-3-(4-bromo-1,3-thiazol-2-yl)-3-ethoxypropanoate COC1=CC=C(C=C1)CN([C@H](C(=O)OCC)[C@H](OCC)C=1SC=C(N1)Br)CC1=CC=C(C=C1)OC